BrCCCCC1=CC=C(C=C1)OC 1-(4-bromobutyl)-4-methoxybenzene